COC(=O)C1=CC=C(C=C1)C1N(CCCN(C1)C)C(=O)OC(C)(C)C tert-butyl 2-(4-(methoxycarbonyl)phenyl)-4-methyl-1,4-diazepane-1-carboxylate